(2,4-dimethoxybenzyl)-5-nitro-2-[4-(2-oxoethyl)-1H-pyrazol-1-yl]benzene-sulfonamide COC1=C(CC=2C(=C(C=C(C2)[N+](=O)[O-])S(=O)(=O)N)N2N=CC(=C2)CC=O)C=CC(=C1)OC